BrC=1C=C(C(=O)N)C=C(C1C)C 3-bromo-4,5-dimethylbenzamide